adamantane-1-carboxylic acid-5-dimethylamino-naphthalene-1-sulfonylamino-octyl-amide CN(C1=C2C=CC=C(C2=CC=C1)S(=O)(=O)NN(C(=O)C12CC3CC(CC(C1)C3)C2)CCCCCCCC)C